ClC1=CC=C2C(=C(NC2=C1C=1C(=NN(C1C)C)C)C(=O)OC(C)(C)C)CCCOC1=CC=CC2=CC(=CC=C12)F tert-Butyl 6-chloro-3-{3-[(6-fluoronaphthalen-1-yl)oxy]propyl}-7-(1,3,5-trimethyl-1H-pyrazol-4-yl)-1H-indole-2-carboxylate